silicon-tin dioxide lithium [Li].[Sn](=O)=O.[Si]